C(C)(C)(C)OC(=O)C1=CC=NC2=CC=C(C=C12)N1C(OC(CC1)(C)C)=O 6-(6,6-dimethyl-2-oxo-1,3-oxazinan-3-yl)quinoline-4-carboxylic acid tert-butyl ester